2-Ethoxycarbonylvinylboronic acid pinacol ester C(C)OC(=O)C=CB1OC(C)(C)C(C)(C)O1